(1R,3S,5R)-N-(6-bromo-3-methylpyridin-2-yl)-5-methyl-2-azabicyclo[3.1.0]Hexane-3-carboxamide hydrochloride Cl.BrC1=CC=C(C(=N1)NC(=O)[C@H]1N[C@@H]2C[C@@]2(C1)C)C